C(C)OC(=C)C1=C2N=C(C(=NC2=CC(=C1)C)C(=O)OCC)OCC1=CC=C(C=C1)OC ethyl 5-(1-ethoxyvinyl)-3-((4-methoxybenzyl)oxy)-7-methylquinoxaline-2-carboxylate